tert-butyl 4-(4-(3'-chloro-4'-(3,3-dimethyl-2-oxopyrrolidin-1-yl)-2-hydroxy-[1,1'-biphenyl]-3-yl)pyridin-2-yl)piperazine-1-carboxylate ClC=1C=C(C=CC1N1C(C(CC1)(C)C)=O)C1=C(C(=CC=C1)C1=CC(=NC=C1)N1CCN(CC1)C(=O)OC(C)(C)C)O